C(C=C)(=O)N1C[C@@H]2COC3=C(C(N2CC1)=O)C(=NC(=C3Cl)C3=C(C=CC=C3)F)N3C(C[C@@H](C3)N3CC(C3)F)(C)C (R)-8-acryloyl-4-chloro-1-((S)-4-(3-fluoroazetidin-1-yl)-2,2-dimethylpyrrolidin-1-yl)-3-(2-fluorophenyl)-6,6a,7,8,9,10-hexahydro-12H-pyrazino[2,1-c]pyrido[3,4-f][1,4]oxazepin-12-one